2-(3-ethyl-5-(2-(((R)-phenyl((R)-1,2,3,4-tetrahydropyrido[2,3-b]pyrazin-3-yl)methyl)amino)ethyl)phenyl)acetic acid C(C)C=1C=C(C=C(C1)CCN[C@@H]([C@H]1CNC2=C(N1)N=CC=C2)C2=CC=CC=C2)CC(=O)O